ClC1=CC(=C(C=C1)C1(OC2=C(O1)C=CC=C2C=2CCNCC2)C)F 4-(2-(4-Chloro-2-fluorophenyl)-2-methylbenzo[d][1,3]dioxol-4-yl)-1,2,3,6-tetrahydropyridine